CC1=NN=C2N1CC[C@H](C2)CC2CC21NCCC(C1)C(=O)N (((R)-3-methyl-5,6,7,8-tetrahydro-[1,2,4]triazolo[4,3-a]pyridin-7-yl)methyl)-4-azaspiro[2.5]octane-7-carboxamide